N-[6-(6-Bromo-8-cyclopentyl-5-methyl-7-oxo-7,8-dihydro-pyrido[2,3-d]pyrimidin-2-ylamino)-pyridin-3-yl]-N-methyl-acetamide BrC1=C(C2=C(N=C(N=C2)NC2=CC=C(C=N2)N(C(C)=O)C)N(C1=O)C1CCCC1)C